2-[(6-acetyl-5-ethylsulfanyl-3-pyridyl)oxy]-2-methyl-propionitrile C(C)(=O)C1=C(C=C(C=N1)OC(C#N)(C)C)SCC